(S)-4-((4-fluorophenyl)ethynyl)-N-((tetrahydro-2H-pyran-3-yl)methyl)benzamide FC1=CC=C(C=C1)C#CC1=CC=C(C(=O)NC[C@H]2COCCC2)C=C1